ethyl 2-(2-((5-chloro-7-(dimethylamino)benzofuran-3-yl)methoxy)phenyl)acetate ClC=1C=C(C2=C(C(=CO2)COC2=C(C=CC=C2)CC(=O)OCC)C1)N(C)C